2'-O-Methyl-Pseudouridine CO[C@H]1[C@@H](O[C@@H]([C@H]1O)CO)C1=CNC(=O)NC1=O